N-[4-(cyanomethyl)phenyl]-2-isopropyl-5,5-dimethyl-cyclohexanecarboxamide C(#N)CC1=CC=C(C=C1)NC(=O)C1C(CCC(C1)(C)C)C(C)C